C(C=C)(=O)OCCCCCCCCCCOC1=CC=C(C(=O)O)C=C1 4-(10-prop-2-enoyloxydecoxy)benzoic acid